FC1=CC=C2C=C(N=NC2=C1)C1=CC(=C(C=C1)C(C)C)OC 7-Fluoro-3-(4-isopropyl-3-methoxyphenyl)cinnoline